3-((3-(8-methyl-4-oxo-4,5-dihydro-3H-pyrimido[5,4-b]indol-3-yl)propanamido)methyl)benzamide CC1=CC=2C3=C(NC2C=C1)C(N(C=N3)CCC(=O)NCC=3C=C(C(=O)N)C=CC3)=O